N-((4,4-difluorocyclohexyl)(5-(4-(2-oxo-4-(trifluoromethyl)imidazolidin-1-yl)tetrahydro-2H-pyran-4-yl)benzo[d]oxazol-2-yl)methyl)-1-ethyl-1H-pyrazole-5-carboxamide FC1(CCC(CC1)C(NC(=O)C1=CC=NN1CC)C=1OC2=C(N1)C=C(C=C2)C2(CCOCC2)N2C(NC(C2)C(F)(F)F)=O)F